C(C)(C)(C)OC(=O)N1[C@@H](C[C@@H](C1)CC1CCC1)C(=O)O |r| rac-(2S,4S)-1-[(tert-butoxy)carbonyl]-4-(cyclobutylmethyl)pyrrolidine-2-carboxylic acid